C1(NC=CC2=CC=CC=C12)=O 1-isoquinolone